2-phenyl-7,8-dihydrofuro[2,3-D]pyrrolo[1,2-a]pyrimidine-4(6H)-thione C1(=CC=CC=C1)C1=CC2=C(N=C3N(C2=S)CCC3)O1